C(C)(C)(C)N1N=C(C=C1)C(=O)NCC1=C(C(=C(C=C1)C1=NC=NN2C1=CC(=C2)N2CCOCC2)F)C 1-(tert-butyl)-N-(3-fluoro-2-methyl-4-(6-morpholinopyrrolo[2,1-f][1,2,4]triazin-4-yl)benzyl)-1H-pyrazole-3-carboxamide